N-(4-phenylpyridin-3-yl)-2-(pyridin-3-ylamino)pyrimidine-4-carboxamide tert-butyl-(2S,6R)-2-(hydroxymethyl)-6-methyl-morpholine-4-carboxylate C(C)(C)(C)OC(=O)N1C[C@H](O[C@@H](C1)C)CO.C1(=CC=CC=C1)C1=C(C=NC=C1)NC(=O)C1=NC(=NC=C1)NC=1C=NC=CC1